C(C)OC(CC1=C(NC2=CC=CC=C12)C(C(=O)OCC)(F)F)=O Ethyl 2-(3-(2-ethoxy-2-oxoethyl)-1H-indol-2-yl)-2,2-difluoroacetate